palladium (II) bisoxalate hydrate O.C(C(=O)[O-])(=O)[O-].C(C(=O)[O-])(=O)[O-].[Pd+2].[Pd+2]